nickel dichloro(4,4'-di-tert-butyl-2,2'-bipyridine) ClC=1C(=C(C(=NC1)C1=NC=CC(=C1)C(C)(C)C)Cl)C(C)(C)C.[Ni]